OC(CCC=1N=C2N(C=C(C(=C2)OC)NC(=O)C=2C(N(C=CC2)CC(F)(F)F)=O)C1)(C)C N-[2-(3-hydroxy-3-methyl-butyl)-7-methoxy-imidazo[1,2-a]pyridin-6-yl]-2-oxo-1-(2,2,2-trifluoroethyl)pyridine-3-carboxamide